tert-Butyl rac-(2S,5R)-4-acetyl-5-methyl-2-phenyl-piperazine-1-carboxylate tert-Butyl-rac-(2S,5R)-5-methyl-2-phenyl-piperazine-1-carboxylate C(C)(C)(C)OC(=O)N1[C@H](CN[C@@H](C1)C)C1=CC=CC=C1.C(C)(=O)N1C[C@@H](N(C[C@H]1C)C(=O)OC(C)(C)C)C1=CC=CC=C1 |r|